(6-((5-(3-(3-fluorophenyl)-1,2,4-oxadiazol-5-yl)pyrazin-2-yl)oxy)-1-methyl-1H-indol-2-yl)(4-(4-(2,2,2-trifluoroethoxy)benzyl)piperazin-1-yl)methanone FC=1C=C(C=CC1)C1=NOC(=N1)C=1N=CC(=NC1)OC1=CC=C2C=C(N(C2=C1)C)C(=O)N1CCN(CC1)CC1=CC=C(C=C1)OCC(F)(F)F